S(=O)(=O)(C1=CC=C(C)C=C1)N[C@@H](C)C(=O)OC1=CN(C(=C1)C1=CC=CC=C1)C 3-(N-tosyl-L-alaninyloxy)-1-methyl-5-phenylpyrrole